4-((2S,3R,4R,5S)-3-(4-fluoro-2-methoxyphenyl)-4,5-dimethyl-5-(trifluoromethyl)tetrahydrofuran-2-carboxamido)picolinamide FC1=CC(=C(C=C1)[C@@H]1[C@H](O[C@@]([C@@H]1C)(C(F)(F)F)C)C(=O)NC1=CC(=NC=C1)C(=O)N)OC